F[P-](F)(F)(F)(F)F.S(C1=CC=C(C=C1)[S+](C1=CC=CC=C1)C1=CC=CC=C1)C1=CC=C(C=C1)[S+](C1=CC=CC=C1)C1=CC=CC=C1.F[P-](F)(F)(F)(F)F thio-bis-1,4-phenylene-bis(diphenylsulfonium) hexafluorophosphate